N-((1r,3R)-3-((8-Cyanoquinolin-5-yl)oxy)-2,2,4,4-tetramethylcyclobutyl)-3-fluoro-4-((R)-3-formylpyrrolidin-1-yl)benzamide C(#N)C=1C=CC(=C2C=CC=NC12)OC1C(C(C1(C)C)NC(C1=CC(=C(C=C1)N1C[C@@H](CC1)C=O)F)=O)(C)C